C(C)(C)(C)N(C(O)=O)C1=NN(C2=NC(=CN=C21)C2CC2)CCCOC.C(C=C)(=O)N[C@@H](CC2=CNC1=CC=CC=C21)C(=O)O N-Acrylyl-Tryptophan Tert-butyl-[6-cyclopropyl-1-(3-methoxypropyl)-1H-pyrazolo[3,4-b]pyrazin-3-yl]carbamate